Cl.Cl.CN1C=NC(=C1)C1=C(C=C2CNCC2=C1)NC1=CC=C(C=C1)C(F)(F)F 6-(1-Methyl-1H-imidazol-4-yl)-N-(4-(trifluoromethyl)phenyl)isoindolin-5-amine dihydrochloride